COC=1C=C2CCN(CC2=CC1OC)CCC1=CC=C(C=C1)NC(=O)C1=C(C=C(C(=O)O)C=C1)NC(=O)C=1OC2=CC=CC=C2C(C1)=O 4-((4-(2-(6,7-Dimethoxy-3,4-dihydroisoquinolin-2(1H)-yl)ethyl)phenyl)carbamoyl)-3-(4-oxo-4H-chromene-2-carboxamido)benzoic acid